BrC=1C=C(C=CC1OC(F)(F)F)C(C(=O)O)(F)F 2-(3-bromo-4-(trifluoromethoxy)phenyl)-2,2-difluoroacetic acid